FC(C1=NN=C(O1)C=1C=CC(=NC1)CN(C(=O)N1CCSCC1)C1=CC=C(C=C1)F)F N-[[5-[5-(difluoromethyl)-1,3,4-oxadiazol-2-yl]-2-pyridinyl]methyl]-N-(4-fluorophenyl)thiomorpholine-4-carboxamide